1,2,3,4-tetrabromonaphthalene BrC1=C(C(=C(C2=CC=CC=C12)Br)Br)Br